N1N=NN=C1C1=C(C=CC=C1)C1=CC=C(C=C1)CN(C(CCCC)=O)[C@H](C(=O)O)[C@@H](CN)C (2s,3r)-2-(N-((2'-(1H-tetrazol-5-yl)-[1,1'-biphenyl]-4-yl)methyl)pentanamido)-4-amino-3-methylbutanoic acid